5,7-Dichloro-1,3-dimethyl-1,8-naphthyridin-2(1H)-one ClC1=C2C=C(C(N(C2=NC(=C1)Cl)C)=O)C